C(C)(C)(C)OC(=O)N1CCCC12CCC(CC2)OC=2N=C(SC2C(=O)OCC)C ethyl 4-(((5s,8r)-1-(tert-butoxycarbonyl)-1-azaspiro[4.5]decan-8-yl)oxy)-2-methylthiazole-5-carboxylate